3-(5-(3-((4'-chloro-[1,1'-biphenyl]-2-yl)methyl)-3,6-diazabicyclo[3.1.1]heptane-6-carbonyl)-1-oxoisoindolin-2-yl)piperidine-2,6-dione ClC1=CC=C(C=C1)C1=C(C=CC=C1)CN1CC2N(C(C1)C2)C(=O)C=2C=C1CN(C(C1=CC2)=O)C2C(NC(CC2)=O)=O